CC=1N(C(=CC1)C)C=1N(C2=C(N1)C=C(C=C2C#N)B2OC(C(O2)(C)C)(C)C)C 2-(2,5-dimethylpyrrol-1-yl)-3-methyl-6-(4,4,5,5-tetramethyl-1,3,2-dioxaborolan-2-yl)benzimidazole-4-carbonitrile